4,4',4''-triisocyanatotriphenylamine C1=CC(=CC=C1N=C=O)N(C2=CC=C(C=C2)N=C=O)C3=CC=C(C=C3)N=C=O